2-phenyl-3-(3,4,5-trimethoxyphenyl)-2,4,5,6,7,8-hexahydrocyclohepta[c]pyrazole C1(=CC=CC=C1)N1N=C2C(=C1C1=CC(=C(C(=C1)OC)OC)OC)CCCCC2